BrC=1C=C(C=CC1)C(C1=CNC2=CC(=CC=C12)O)C1=CNC2=CC(=CC=C12)O 3,3'-((3-bromophenyl)-methylene)bis(1H-indol-6-ol)